C(C=C)OCCC 1-(allyloxy)propan